Ethyl 2-(8-fluoro-4-oxothiochroman-3-yl)-2-oxoacetate FC=1C=CC=C2C(C(CSC12)C(C(=O)OCC)=O)=O